C(C)OC(CNCC1=C(C=CC=C1)F)=O Ethyl-2-{[(2-Fluorophenyl)methyl]amino}acetat